C(C)(C)(C)C1=CC(=NO1)NC(=O)NC1=CC=C(C=C1)N1C=NC2=C1C=CC(=C2)OCCOCC 1-(5-tert-butyl-isoxazol-3-yl)-3-{4-[5-(2-ethoxyl-ethoxyl)-benzimidazol-1-yl]-phenyl}urea